6-(2,6-dichloro-4-nitrophenoxy)-2-(4-methylbenzyl)-3,4-dihydroisoquinoline-1(2H)-one ClC1=C(OC=2C=C3CCN(C(C3=CC2)=O)CC2=CC=C(C=C2)C)C(=CC(=C1)[N+](=O)[O-])Cl